N-{8-fluoro-2-methylimidazo[1,2-a]pyridin-6-yl}-2-methyl-4-(pyrrolidin-1-yl)indazole-7-carboxamide FC=1C=2N(C=C(C1)NC(=O)C1=CC=C(C3=CN(N=C13)C)N1CCCC1)C=C(N2)C